[K].ClC1=C(N)C=CC(=C1)N1CCC(CC1)N1CCN(CC1)C 2-chloro-4-(4-(4-methylpiperazin-1-yl)piperidin-1-yl)aniline Potassium